methyl-5-(((2-((tert-butyldiphenylsilyl)oxy)ethyl)amino)methyl)-N-(2-chloro-3'-(5-formyl-3-methylpicolinamido)-2'-methyl-[1,1'-biphenyl]-3-yl)-3-methyl-picolinamide CC1=C(C(=NC=C1CNCCO[Si](C1=CC=CC=C1)(C1=CC=CC=C1)C(C)(C)C)C(=O)NC=1C(=C(C=CC1)C1=C(C(=CC=C1)NC(C1=NC=C(C=C1C)C=O)=O)C)Cl)C